8-[2-(cyclopropylmethoxy)-5-ethylsulfonylphenyl]-6-methyl-4H-pyrido[4,3-b][1,4]oxazine-3,5-dione C1(CC1)COC1=C(C=C(C=C1)S(=O)(=O)CC)C1=CN(C(C2=C1OCC(N2)=O)=O)C